C(C)C1=C(C(=CC(=C1CC)CC)CC)O 2,3,4,6-tetraethyl-phenol